C(C)(C)N(C(OCC(C(C)C)OC(N(C(C)C)C(C)C)=O)=O)C(C)C 3-methylbutane-1,2-diyl bis(diisopropylcarbamate)